Tert-Butyl 3-[(3-iodophenyl)methoxy]azetidine-1-carboxylate IC=1C=C(C=CC1)COC1CN(C1)C(=O)OC(C)(C)C